ClC1=C(C=C(C=C1)F)C1=CC(=C(N=N1)C1COCC1)N 6-(2-chloro-5-fluorophenyl)-3-(tetrahydrofuran-3-yl)pyridazin-4-amine